COC1=C(C=C(C(=C1)OC)OC)C1=NC(=CC(=C1)C1=CC=C(C=C1)NC1=CC=CC=C1)C1=C(C=C(C(=C1)OC)OC)OC 2,6-bis(2,4,5-trimethyloxyphenyl)-4-(4-phenylaminophenyl)pyridine